(3R,6S)-1-benzyl-6-methylpiperidine-3-amine C(C1=CC=CC=C1)N1C[C@@H](CC[C@@H]1C)N